(S)-5-chloro-1'-{2-[3,5-difluoro-4-(1-methanesulfonylethyl)phenoxy]ethyl}-1,2-dihydrospiro[indole-3,4'-piperidin]-2-one ClC=1C=C2C(=CC1)NC(C21CCN(CC1)CCOC1=CC(=C(C(=C1)F)[C@H](C)S(=O)(=O)C)F)=O